OC(CN(CCCC(=O)OC1=C(C=C(C(=O)OCCCN(C)C)C=C1)OC)CC(CCCCCCCCCC)O)CCCCCCCCCC 3-(Dimethylamino)propyl 4-((4-(bis(2-hydroxydodecyl)amino)butanoyl) oxy)-3-methoxybenzoate